n-hexadecyl-n-pentylhydrogenphosphate C(CCCCCCCCCCCCCCC)C(CCCC)OP(=O)([O-])[O-]